N-{1-[3-(1-methyl-1H-pyrazol-4-yl)phenyl]ethyl}pyrimidin-4-amine CN1N=CC(=C1)C=1C=C(C=CC1)C(C)NC1=NC=NC=C1